5-(4-(2-((R)-3-(4-amino-3-(4-phenoxyphenyl)-1H-pyrazolo[3,4-d]pyrimidin-1-yl)-[1,4'-bipiperidin]-1'-yl)ethyl)piperidin-1-yl)-2-(2,6-dioxopiperidin-3-yl)isoindoline-1,3-dione NC1=C2C(=NC=N1)N(N=C2C2=CC=C(C=C2)OC2=CC=CC=C2)[C@H]2CN(CCC2)C2CCN(CC2)CCC2CCN(CC2)C=2C=C1C(N(C(C1=CC2)=O)C2C(NC(CC2)=O)=O)=O